CN(C(C=C)=O)C1(CC1)C=CC=1C=CC=2N=CN=C(C2N1)NC1=CC(=C(C=C1)OC1=CC2=C(N(C=N2)C)C=C1)C N-methyl-N-(1-(2-(4-((3-methyl-4-((1-methyl-1H-benzo[d]imidazol-5-yl)oxy)phenyl)amino)pyrido[3,2-d]pyrimidin-6-yl)vinyl)cyclopropyl)acrylamide